FC1=C(N=C2N1C=C(C=C2)N)C fluoro-2-methylimidazo[1,2-a]pyridin-6-amine